2,2-dimethylhexanedial CC(C=O)(CCCC=O)C